C(C)(C)(C)OC(=O)N1C2CC2C(CC1)C(=O)O 2-(tert-butoxycarbonyl)-2-azabicyclo[4.1.0]heptane-5-carboxylic acid